C=C(C(=O)O)CCC(=O)O alpha-methyleneglutaric acid